[Pd](Cl)Cl.C1(=CC=CC=C1)P(=O)[C-]1C=CC=C1.[CH-]1C=CC=C1.[Fe+2] Phenylphosphinyl-ferrocene palladium (II) dichloride